8-(dimethylamino)-1-(2-(1-methoxycyclobutyl)ethyl)-8-phenyl-1,3-diazaspiro[4.5]decan-2-one CN(C1(CCC2(CNC(N2CCC2(CCC2)OC)=O)CC1)C1=CC=CC=C1)C